6-(2-fluoro-6-methyl-phenyl)-N-(1-methyl-4-piperidyl)quinazolin-8-amine FC1=C(C(=CC=C1)C)C=1C=C2C=NC=NC2=C(C1)NC1CCN(CC1)C